CNC([C@H](CCCC1CCOCC1)NC(OC(C)(C)C)=O)=O tert-butyl (S)-(1-(methylamino)-1-oxo-5-(tetrahydro-2H-pyran-4-yl)pentan-2-yl)carbamate